N-methyl-5-(1-methyl-1H-Imidazol-4-yl)-6-(4-(pentafluoro-λ6-sulfanyl)phenoxy)pyridine-3-sulfonamide CNS(=O)(=O)C=1C=NC(=C(C1)C=1N=CN(C1)C)OC1=CC=C(C=C1)S(F)(F)(F)(F)F